2-((1H-imidazole-1-carbonyl)oxy)propane-1,3-diyl dinonanoate C(CCCCCCCC)(=O)OCC(COC(CCCCCCCC)=O)OC(=O)N1C=NC=C1